BrC1=NC=C(C=C1I)C 2-bromo(iodo)-5-methylpyridine